CC(C(C)NC1CCC(CC1)NC(=O)C1=NNC(=C1C(C)C)C=1C=C(C=2N(C1)N=CN2)C)(C)C N-((1s,4s)-4-((3,3-dimethylbutan-2-yl)amino)cyclohexyl)-4-isopropyl-5-(8-methyl-[1,2,4]triazolo[1,5-a]pyridin-6-yl)-1H-pyrazole-3-carboxamide